Thio-Galactose S=C[C@H](O)[C@@H](O)[C@@H](O)[C@H](O)CO